C(CCC)C=1N(C(=C(N1)Cl)CO)CC1=CC=C(C=C1)C=1C(=CC=CC1)C#N 4'-[(2-butyl-4-chloro-5-hydroxymethyl-1H-imidazol-1-yl)methyl]-1,1'-biphenyl-2-carbonitrile